3-(1-oxo-5-((1-(2-(piperidin-4-yl)ethyl)piperidin-4-yl)oxy)isoindolin-2-yl)piperidine-2,6-dione O=C1N(CC2=CC(=CC=C12)OC1CCN(CC1)CCC1CCNCC1)C1C(NC(CC1)=O)=O